FC(C(=O)N(C)OC)(F)C=1C=C(C=CC1)NC(=O)C1C(=NN(C1=O)C1=CC(=C(C=C1)OC(F)F)C1=NC=CC=C1)C N-(3-(1,1-difluoro-2-(methoxy(methyl)amino)-2-oxoethyl)phenyl)-1-(4-(difluoromethoxy)-3-(pyridin-2-yl)phenyl)-3-methyl-5-oxo-4,5-dihydro-1H-pyrazole-4-carboxamide